(2-bromophenyl)-1,3-dimethyl-imidazole-2-imine BrC1=C(C=CC=C1)C=1N(C(N(C1)C)=N)C